C(#N)C1=NN(C(=C1S(=O)C(F)(F)F)NC(CC)=O)C1=C(C=C(C=C1Cl)C(F)(F)F)Cl N-(3-cyano-1-(2,6-dichloro-4-(trifluoromethyl)phenyl)-4-((trifluoromethyl)sulfinyl)-1H-pyrazol-5-yl)propanamide